phenyltris(trimethylsiloxy)silane C1(=CC=CC=C1)[Si](O[Si](C)(C)C)(O[Si](C)(C)C)O[Si](C)(C)C